pyrido[2,3-b][1,8]naphthyridine N1=CC=CC=2C1=NC1=NC=CC=C1C2